O=C1NC(CCC1N1C(C2=CC=C(C=C2C1=O)N)=O)=O [2-(2,6-dioxopiperidin-3-yl)-1,3-dioxoisoindol-5-yl]amine